C(C)S(=O)(=O)C1=CC=C(CC2=C(C(=O)N)C=CC=C2C(=O)N)C=C1 (4-(ethylsulfonyl)benzyl)isophthalamide